CC1(C2=CC=CC=C2C=2C=CC(=CC12)C1=CC=C(C=C1)N1CN=C(N=C1C1=CC=CC=C1)C1=CC=CC=C1)C 1-[4-(9,9-Dimethylfluoren-2-yl)phenyl]-4,6-diphenyl-1,3,5-triazin